2-chloro-1,1,1,4,4,4-hexafluoro-2-butene ClC(C(F)(F)F)=CC(F)(F)F